3-isopropyl-5-(3-pyridinyl)pyrazole C(C)(C)C1=NNC(=C1)C=1C=NC=CC1